2,6-dimethyl-1-(5-methyl-1H-pyrazol-1-yl)hept-5-en-2-ol CC(CN1N=CC=C1C)(CCC=C(C)C)O